[4-[2-fluoro-4-(trifluoromethyl)phenyl]Triazol-1-yl]Methyl-trimethyl-silane FC1=C(C=CC(=C1)C(F)(F)F)C=1N=NN(C1)C[Si](C)(C)C